3-(3-chloro-5-{[(1r,4r)-4-(trifluoromethyl)cyclohexyl]oxy}phenyl)-4-methyl-1H,4H,5H-pyrrolo[3,2-b]pyridin-5-one ClC=1C=C(C=C(C1)OC1CCC(CC1)C(F)(F)F)C1=CNC2=C1N(C(C=C2)=O)C